(S)-(4-((5-amino-7-((1-((tert-butyldiphenylsilyl)oxy)hexan-3-yl)amino)-3-methyl-1H-pyrazolo[4,3-d]pyrimidin-1-yl)methyl)-3-methoxyphenyl)methanol NC=1N=C(C2=C(N1)C(=NN2CC2=C(C=C(C=C2)CO)OC)C)N[C@H](CCO[Si](C2=CC=CC=C2)(C2=CC=CC=C2)C(C)(C)C)CCC